3-methyl-6-((6-methylbenzo[d][1,3]dioxin-5-yl)amino)-1-(tetrahydro-2H-pyran-4-yl)-1,3-dihydro-2H-imidazo[4,5-c]pyridin-2-one CN1C(N(C2=C1C=NC(=C2)NC2=C(C=CC=1OCOCC12)C)C1CCOCC1)=O